O1CCN(CC1)CC1=CC=C(C=C1)CN1CCOCC1 1,4-bis(morpholinomethyl)benzene